BrC1=C(C=CC=C1)C1=C(C=CC=C1)C(OC)OC 2-bromo-2'-(dimethoxymethyl)-1,1'-biphenyl